C1(=CC=C(C=C1)C(=O)O)C1=CC=CC=C1 1,1'-biphenyl-4-carboxylic Acid